ClC1=C(C(=CC=C1Cl)O)[C@H]1C[C@@H]2N(C(OC2C(C)O)=O)C1 (6R,7aS)-6-(2,3-dichloro-6-hydroxyphenyl)-1-[1-hydroxyethyl]-tetrahydro-1H-pyrrolo[1,2-c][1,3]oxazol-3-one